C1(CC1)OC1=CC(=C(C=C1NC1=NC=NC(=C1)NC1=C(C=CC=C1)C1=NN(C=C1)C)NC(C=C)=O)N(C)CCN(C)C N-(4-cyclopropoxy-2-((2-(dimethylamino)ethyl)(methyl)amino)-5-((6-((2-(1-methyl-1H-pyrazole-3-yl)phenyl)amino)pyrimidin-4-yl)amino)phenyl)acrylamide